COC=1C(=CC2=CC=CC=C2C1)O 3-methoxy-2-naphthol